6-((diphenylmethylene)amino)pyridazine C1(=CC=CC=C1)C(C1=CC=CC=C1)=NC1=CC=CN=N1